3-fluoro-5-methylphenol formate C(=O)OC1=CC(=CC(=C1)C)F